O1CCC2C1C=C(C=C2)B(O)O (2,3,3a,7a-tetrahydrobenzofuran-6-yl)boronic acid